COC(=O)C=1C=C(C2=C(OC[C@@H](N2)CC=C)C1)[N+](=O)[O-] (S)-3-allyl-5-nitro-3,4-dihydro-2H-benzo[b][1,4]oxazine-7-carboxylic acid methyl ester